ClC=1C=C(C=CC1F)S(=O)(=O)NCC1=CC=C(C=C1)C(=O)NNC(=O)C1=CC=CC=C1 3-Chloro-4-fluoro-N-[(4-{[2-(phenylcarbonyl)hydrazino]carbonyl}phenyl)methyl]benzenesulfonamide